C(C)C=1C(NC=2C=C(C=NC2C1)CNC1CCN(CC1)C=1C=CC(=NC1C)C(=O)NC)=O 5-(4-(((7-ethyl-6-oxo-5,6-dihydro-1,5-naphthyridin-3-yl)methyl)amino)piperidin-1-yl)-N,6-dimethylpicolinamide